(2R,3S)-1-(2-chloropyrimidin-4-yl)-2-[4-(cyclopentylamino)phenyl]-N-[4-methyl-3-(trifluoromethyl)phenyl]piperidine-3-carboxamide ClC1=NC=CC(=N1)N1[C@H]([C@H](CCC1)C(=O)NC1=CC(=C(C=C1)C)C(F)(F)F)C1=CC=C(C=C1)NC1CCCC1